N1N=CC2=CC(=CC=C12)C(=O)N1CCCCC1 (1H-indazol-5-yl)(piperidin-1-yl)methanone